C1(=CC=CC2=CC=CC=C12)C1=CC2=C(C3=CC=CC=C3C(=C2C=C1)C1=CC=CC2=CC=CC=C12)C1=CC=CC2=CC=CC=C12 2,9,10-tris(1-naphthyl)anthracene